1-methyl-1-(2-(6-(2-methylpyrimidin-5-yl)pyrazolo[1,5-a]pyridine-3-carbonyl)-2-azaspiro[3.3]heptan-6-yl)-3-(5-(trifluoromethyl)pyridin-3-yl)urea CN(C(=O)NC=1C=NC=C(C1)C(F)(F)F)C1CC2(CN(C2)C(=O)C=2C=NN3C2C=CC(=C3)C=3C=NC(=NC3)C)C1